chromium dimethacrylate C(C(=C)C)(=O)[O-].C(C(=C)C)(=O)[O-].[Cr+2]